6-((1-(4-(difluoromethyl)phenyl)-4-methyl-1H-1,2,3-triazol-5-yl)methoxy)pyridazin FC(C1=CC=C(C=C1)N1N=NC(=C1COC1=CC=CN=N1)C)F